6-fluoro-7-[3-(morpholin-4-yl)azetidin-1-yl]-4-oxo-1-(1,3-thiazol-2-yl)-1,4-dihydro-1,8-naphthyridine-3-carboxylic acid FC=1C=C2C(C(=CN(C2=NC1N1CC(C1)N1CCOCC1)C=1SC=CN1)C(=O)O)=O